C1(CCCCC1)NCCS(=O)(=O)O 2-(N-cyclohexylamino)-ethanesulfonic acid